FC1=C2C=NC(=NC2=CC(=C1)Br)NC(=O)NCC1CCOCC1 1-(5-fluoro-7-bromoquinazolin-2-yl)-3-(tetrahydro-2H-pyran-4-ylmethyl)urea